2-((5-methyl-3-(6-methylpyridin-3-yl)isoxazol-4-yl)methyl)-5-(2-methylpyridin-4-yl)pyridazin-3(2H)-one CC1=C(C(=NO1)C=1C=NC(=CC1)C)CN1N=CC(=CC1=O)C1=CC(=NC=C1)C